C(#N)C1=C(C)C=C(C=C1)C#N 2,5-dicyanotoluene